2,4-di-t-butylphenol dihydrogen phosphite P(O)(O)OC1=C(C=C(C=C1)C(C)(C)C)C(C)(C)C